2-(2,4-dihydroxyphenyl)-4,6-di(2,4-dimethylphenyl)-S-triazine OC1=C(C=CC(=C1)O)C1=NC(=NC(=N1)C1=C(C=C(C=C1)C)C)C1=C(C=C(C=C1)C)C